C(CCCCCCCCCC)C1(CC1)C(=O)O undecylcyclopropanecarboxylic acid